6-(((3,5-bis(trifluoromethyl)phenyl))oxy)-1-hydroxy-4-oxo-1,4-dihydroquinoline-3-carboxylic acid FC(C=1C=C(C=C(C1)C(F)(F)F)OC=1C=C2C(C(=CN(C2=CC1)O)C(=O)O)=O)(F)F